CC1=NOC(=C1)C1(CCOCC1)C(=O)N[C@@H](CCOC1CC(C1)CCC1=NC=2NCCCC2C=C1)C(=O)O N-(4-(3-methylisoxazol-5-yl)tetrahydro-2H-pyran-4-carbonyl)-O-((1S,3S)-3-(2-(5,6,7,8-tetrahydro-1,8-naphthyridin-2-yl)ethyl)cyclobutyl)-L-homoserine